(1-(5-Chloro-2-((6-methoxy-2-methyl-1,2,3,4-tetrahydroisoquinolin-7-yl)amino)pyrimidin-4-yl)indolin-3-yl)dimethylphosphine ClC=1C(=NC(=NC1)NC1=C(C=C2CCN(CC2=C1)C)OC)N1CC(C2=CC=CC=C12)P(C)C